[N+](=O)([O-])C1=CC=C(C=C1)NN1C(C2=CC=CC=C2C=N1)=O ((4-nitrophenyl)amino)phthalazin-1(2H)-one